(R)-N-methyl-1-(8-(pyridin-4-yl)chroman-4-yl)methanamine CNC[C@@H]1CCOC2=C(C=CC=C12)C1=CC=NC=C1